C(CCCCCCCCCCCCCCCCC)N1C(=C(C(C2=CC=CC=C12)=O)OC(=O)C(C)(C)C)C1=CC=CC=C1 N-octadecyl-2-phenyl-3-tert-butylcarbonyloxy-quinolin-4-one